N-[2-(2-{2-[2-(2,3-Bis-octadec-9-enyloxy-propoxy)-ethoxy]-ethoxy}-ethoxy)-ethyl]-3-(3,4,5-trihydroxy-6-hydroxymethyl-tetrahydro-pyran-2-ylsulfanyl)-propionamide C(CCCCCCCC=CCCCCCCCC)OC(COCCOCCOCCOCCNC(CCSC1OC(C(C(C1O)O)O)CO)=O)COCCCCCCCCC=CCCCCCCCC